1,2,3-triacetyl-glycerol C(C)(=O)OCC(OC(C)=O)COC(C)=O